FC1(CN(CC[C@H]1NC1=NN2C(C(=N1)OC)=C(C=C2)C=2C=CC1=C(N(N=N1)C(C)C)C2)C2(COC2)C)F (R)-N-(3,3-difluoro-1-(3-methyl-oxetan-3-yl)piperidin-4-yl)-5-(1-isopropyl-1H-benzo[d][1,2,3]triazol-6-yl)-4-methoxypyrrolo[2,1-f][1,2,4]triazin-2-amine